N1-(2-aminoethyl)-N1-methyl-ethane-1,2-diamine NCCN(CCN)C